(2S)-2-amino-5-guanidino-N-(2-(2-oxo-1-(1-(4-(propan-2-ylidene)cyclohexyl)piperidin-4-yl)indolin-3-yl)ethyl)pentanamide N[C@H](C(=O)NCCC1C(N(C2=CC=CC=C12)C1CCN(CC1)C1CCC(CC1)=C(C)C)=O)CCCNC(=N)N